CC1=C(CNC2=NC(=NC=C2C(=O)N)NC=2C=NN(C2)C)C=C(C=C1)F 4-((2-methyl-5-fluorobenzyl)amino)-2-((1-methyl-1H-pyrazol-4-yl)amino)pyrimidin-5-carboxamide